CC(C)(NCCC)C1=NC2=C(N1)C=CC=C2C(=O)N 2-[1-methyl-1-(propylamino)ethyl]-1H-benzimidazole-4-carboxamide